CC1COCCCCCCCCCCC(C1)=O 3-methyloxacyclopentadecan-5-one